4-((2S,4R)-1-acetyl-4-((4-chlorophenyl)amino)-2-methyl-1,2,3,4-tetrahydroquinolin-6-yl)-N-(17-amino-3,6,9,12,15-pentaoxaheptadecyl)benzamide-hydrochloride salt Cl.C(C)(=O)N1[C@H](C[C@H](C2=CC(=CC=C12)C1=CC=C(C(=O)NCCOCCOCCOCCOCCOCCN)C=C1)NC1=CC=C(C=C1)Cl)C